C(C)(=O)N1C2=C(C=3C=CC(=CC13)Cl)OC(CC2C2=CC=C(C=C2)OC)=O 5-acetyl-7-chloro-4-(4-methoxyphenyl)-4,5-dihydropyrano[3,2-b]indol-2(3H)-one